2,4,6-tris(4-methoxyphenyl)thiopyridine tetrafluoroborate F[B-](F)(F)F.COC1=CC=C(C=C1)SC1=NC(=CC(=C1)SC1=CC=C(C=C1)OC)SC1=CC=C(C=C1)OC